C(C)C1OC(OC1CC)=O 4,5-diethyl-1,3-dioxolan-2-one